1-((2S,5R)-5-(hydroxymethyl)-2,5-dihydrofuran-2-yl)-5-methylpyrimidine-2,4(1H,3H)-dione OC[C@H]1C=C[C@H](O1)N1C(NC(C(=C1)C)=O)=O